(S)-1'-(6-amino-3-cyanopyrazin-2-yl)-1,3-dihydrospiro[indene-2,4'-piperidine] NC1=CN=C(C(=N1)N1CCC2(CC1)CC1=CC=CC=C1C2)C#N